2-(methyl(2-oxo-4-(o-tolyl)-2H-chromen-7-yl)amino)acetonitrile CN(CC#N)C1=CC=C2C(=CC(OC2=C1)=O)C1=C(C=CC=C1)C